C(C)(=O)OC1OC(C(C1OC(C)=O)F)C(C(F)(F)F)OC(C1=CC=CC=C1)=O 5-(1-(benzoyloxy)-2,2,2-trifluoroethyl)-4-fluorotetrahydrofuran-2,3-diyl diacetate